C(C)C1=C(C(=CC=C1)CC)N1N=C2C(CN(CC2)C2=NC=C(C=N2)C(F)(F)F)=C1C1=C2C=CNC2=C(C(=C1)F)F 2-(2,6-diethylphenyl)-3-(6,7-difluoro-1H-indol-4-yl)-5-(5-(trifluoromethyl)pyrimidin-2-yl)-6,7-dihydro-4H-pyrazolo[4,3-c]pyridine